OC(CC1=C(C(N(N=C1)C=1C=NN(C1)C)=O)C(=O)N)COC (2-hydroxy-3-methoxypropyl)-2-(1-methyl-1H-pyrazol-4-yl)-3-oxo-2,3-dihydropyridazine-4-carboxamide